lanthanum strontium calcium manganite [Mn](=O)([O-])[O-].[Ca+2].[Sr+2].[La+3]